BrC=1C(=NC=C(C(=O)N(C)CC(CC2=CC=CC=C2)O)C1)OC 5-bromo-N-(2-hydroxy-3-phenylpropyl)-6-methoxy-N-methylnicotinamide